ClC=1C=C2C(=NC1)C(=C(O2)C2CCCCC2)C2=CC=CC=C2 6-chloro-2-cyclohexyl-3-phenylfuro[3,2-b]pyridine